N-cyclopropyl-7-(methylamino)-5-((1-(2-oxopyrrolidin-3-yl)-1H-pyrazol-4-yl)amino)pyrazolo[1,5-a]pyrimidine-3-carboxamide C1(CC1)NC(=O)C=1C=NN2C1N=C(C=C2NC)NC=2C=NN(C2)C2C(NCC2)=O